(R)-4-(pyrrolidin-3-yloxy)-N-(quinoxalin-6-ylmethyl)pyridin-3-amine N1C[C@@H](CC1)OC1=C(C=NC=C1)NCC=1C=C2N=CC=NC2=CC1